N-(5-(1,5-naphthyridin-4-yl)-1H-pyrazol-3-yl)-7-fluoro-5-(1-methylpiperidin-4-yl)-5H-pyrrolo[2,3-b]pyrazin-3-amine N1=CC=C(C2=NC=CC=C12)C1=CC(=NN1)NC1=CN=C2C(=N1)N(C=C2F)C2CCN(CC2)C